2-(5-(4-fluoro-1H-pyrazol-1-yl)pyridin-2-yl)acetic acid FC=1C=NN(C1)C=1C=CC(=NC1)CC(=O)O